N-((6S,7S)-5-((R)-oxetane-2-carbonyl)-6-((2,3',5'-trifluoro-[1,1'-biphenyl]-3-yl)methyl)-5-azaspiro[2.4]heptan-7-yl)propane-2-sulfonamide O1[C@H](CC1)C(=O)N1CC2(CC2)[C@@H]([C@@H]1CC=1C(=C(C=CC1)C1=CC(=CC(=C1)F)F)F)NS(=O)(=O)C(C)C